BrC1=C(C2=CN(N=C2C=C1)CC1(CC1)O)F ((5-bromo-4-fluoro-2H-indazol-2-yl)methyl)cyclopropan-1-ol